O[C@H]1[C@@H](CNC1)CN(C(OCC1=CC=CC=C1)=O)C Benzyl ((trans-4-hydroxypyrrolidin-3-yl)methyl)(methyl)carbamate